dimethyl-3,4-dimethylpyrazole CC1(C(=C(N=N1)C)C)C